OC=1C(=CC2=CC(=CC=C2C1N=NC1=CC=C(C2=CC=CC=C12)S(=O)(=O)O)S(=O)(=O)O)S(=O)(=O)O 3-hydroxy-4-(4-sulfonaphthylazo)-2,7-naphthalenedisulfonic acid